O=C(C(=O)O)C=1SC=CC1 2-oxo-2-(thien-2-yl)acetic acid